trimethylolpentaerythritol C(O)C(C(C(O)(CO)CO)(CO)CO)O